CC1=C(C=CC=C1)CC(=O)NC1CN(C(C1)=O)C1=CC=CC=C1 2-(2-methylphenyl)-N-(5-oxo-1-phenylpyrrolidin-3-yl)acetamide